C(C)OC(=O)C=1NC(C(=CC1C)Br)=O 5-bromo-3-methyl-6-oxo-1,6-dihydropyridine-2-carboxylic acid ethyl ester